5-[1-(3-pyridazin-4-yl-1H-pyrazole-5-carbonyl)pyrrolidin-3-yl]thiophene-2-carbonitrile N1=NC=C(C=C1)C1=NNC(=C1)C(=O)N1CC(CC1)C1=CC=C(S1)C#N